1-naphthylethane C1(=CC=CC2=CC=CC=C12)CC